C[C@@]12CCC(C[C@H]2CCCC1)=O (4aS,8aR)-4a-Methyloctahydronaphthalene-2(1H)one